(piperidin-4-yloxy)octanoic acid hydrochloride Cl.N1CCC(CC1)OC(C(=O)O)CCCCCC